CS(=O)(=O)OCCOCC(CN(CC1=CC=CC=C1)CC1=CC=CC=C1)F 2-[3-(Dibenzylamino)-2-fluoro-propoxy]ethyl methanesulfonate